3,4-epoxy-6-methylcyclohexylmethyl-(3,4-epoxy-6-methylhexane) CC1CC2C(CC1CCCC1C(CCC)O1)O2